FCC(Cl)(Cl)F difluorodichloroethane